ClC1=CC2=C(N(C(N=C2N2[C@H](CN(CC2)C(C=C)=O)C)=O)C2=C(C=CC=C2C(C)C)CO)N=C1C1=C(C=CC=C1)F 6-chloro-7-(2-fluorophenyl)-1-(2-(hydroxymethyl)-6-(2-propanyl)phenyl)-4-((2S)-2-methyl-4-(2-propenoyl)-1-piperazinyl)pyrido[2,3-d]pyrimidin-2(1H)-one